(3-(cyclobutylthio)phenyl)boronic acid C1(CCC1)SC=1C=C(C=CC1)B(O)O